(±)-cis-9,11,11-trifluoro-3-[3-(4-methyl-1H-pyrrol-2-yl)-1,2,4-oxadiazol-5-yl]-1,3,4,11,12,12a-hexahydropyrido[1,2-b][2]benzazepin-6(2H)-one FC=1C=CC2=C(C(C[C@H]3N(C2=O)C[C@@H](CC3)C3=NC(=NO3)C=3NC=C(C3)C)(F)F)C1 |r|